C(C1=CC=CC=C1)OC(N(C)CC12CN(CC(C1)C2)C2=NC=CC(=N2)NC2=NNC(=C2)C2CC2)=O N-[[3-[4-[(5-cyclopropyl-1H-pyrazol-3-yl)amino]pyrimidin-2-yl]-3-azabicyclo[3.1.1]hept-1-yl]methyl]-N-methyl-carbamic acid benzyl ester